NC=1C=C2C=CC=NC2=C(C1)S(=O)(=O)[O-].[Ca+2].NC=1C=C2C=CC=NC2=C(C1)S(=O)(=O)[O-] calcium 6-amino-8-quinolinesulfonate